5-acrylamido-2-(benzyl(4-fluorobenzyl)carbamoyl)benzoic acid C(C=C)(=O)NC=1C=CC(=C(C(=O)O)C1)C(N(CC1=CC=C(C=C1)F)CC1=CC=CC=C1)=O